N,N-bis(4-methoxybenzyl)-5-nitrobenzenesulfonamide COC1=CC=C(CN(S(=O)(=O)C2=CC=CC(=C2)[N+](=O)[O-])CC2=CC=C(C=C2)OC)C=C1